COC1=CC=C(C=C1)NC1(C(C=CC=C1)C)C1=CC=C(C=C1)C#N N-(4-methoxyphenyl)-1-(4-cyanophenyl)toluidine